S(=O)(=O)([O-])[O-].C(CCCCCCC)[Sn+2]CCCCCCCC dioctyltin sulfate